ClC1=CC=C2NC=3CC(CC(C3C(C2=C1)=O)=O)C=1SC=CC1 7-chloro-3-(thiophen-2-yl)-3,4-dihydroacridine-1,9(2H,10H)-dione